N1=CN=C(C2=C1NC=C2)NC2=C(C=CC(=C2)C#CC(C)(C=2SC=CN2)O)N2CC(CC2)C#N 1-(2-((7H-pyrrolo[2,3-d]pyrimidin-4-yl)amino)-4-(3-hydroxy-3-(thiazol-2-yl)but-1-yn-1-yl)phenyl)pyrrolidine-3-carbonitrile